FC1=C(C(=CC=C1)C)N1N=C2C(=CC1=O)NN=C2C2=CC=C(C=C2)N2CC1N(CC2)C(OC1)=O 7-(4-(5-(2-fluoro-6-methylphenyl)-6-oxo-5,6-dihydro-1H-pyrazolo[4,3-c]pyridazin-3-yl)phenyl)tetrahydro-1H-oxazolo[3,4-a]pyrazin-3(5H)-one